N-(3-(2-aminoquinazolin-6-yl)-2,4-difluorophenyl)-3-methylbenzenesulfonamide NC1=NC2=CC=C(C=C2C=N1)C=1C(=C(C=CC1F)NS(=O)(=O)C1=CC(=CC=C1)C)F